BrCCCCOC(CCCC(OCCCC\C=C/CC)OCCCC\C=C/CC)=O 5,5-bis(((Z)-oct-5-en-1-yl)oxy)pentanoic acid 4-bromobutyl ester